lithium naphthalenedicarboxylic acid C=1(C(=CC=C2C=CC=CC12)C(=O)O)C(=O)O.[Li]